5-propyl-2-(1-propylpyrazol-4-yl)-7-(trifluoromethyl)-3H-imidazo[2,1-b]purin-4-one C(CC)N1C=2N(C=3N=C(NC3C1=O)C=1C=NN(C1)CCC)C=C(N2)C(F)(F)F